2-(5-(oxazol-4-yl)-1,3,4-oxadiazol-2-yl)-N-(4-(trifluoromethyl)phenyl)aniline O1C=NC(=C1)C1=NN=C(O1)C1=C(NC2=CC=C(C=C2)C(F)(F)F)C=CC=C1